C[C@H]1CN(CCN1C=1C=NC(=CC1)[N+](=O)[O-])C(=O)OC(C)(C)C tert-butyl (S)-3-methyl-4-(6-nitropyridin-3-yl)piperazine-1-carboxylate